tert-butyl [(3-{[3-(allyloxy)benzyl]oxy}pyridin-4-yl)methyl]carbamate C(C=C)OC=1C=C(COC=2C=NC=CC2CNC(OC(C)(C)C)=O)C=CC1